ethyl 2-[4-(difluoromethyl)-6-[4-(4-hydroxy-4-methyl-1-piperidyl)phenyl]-7-methyl-indazol-2-yl]-2-[(6R)-6-fluoro-6,7-dihydro-5H-pyrrolo[1,2-c]imidazol-1-yl]acetate FC(C=1C2=CN(N=C2C(=C(C1)C1=CC=C(C=C1)N1CCC(CC1)(C)O)C)C(C(=O)OCC)C1=C2N(C=N1)C[C@@H](C2)F)F